Cl.Cl.FC1=CC=C2C(=CN(C2=C1)C\C=C\[C@H]1NCCC[C@@H]1O)C(=O)O 6-fluoro-1-((E)-3-((2R,3S)-3-hydroxypiperidin-2-yl)allyl)-1H-indole-3-carboxylic acid dihydrochloride